(3R)-3-{[2-(2-methoxyphenyl)[1,2,4]triazolo[1,5-c]quinazolin-5-yl]amino}azepan-2-one COC1=C(C=CC=C1)C1=NN2C(=NC=3C=CC=CC3C2=N1)N[C@H]1C(NCCCC1)=O